C1(CC1)C1=CN=C(C(=N1)C(=O)O)NC1=C(C(=CC=C1)C=1C(=NC(=CC1)C)C)OCC(F)(F)F 6-cyclopropyl-3-((3-(2,6-dimethylpyridin-3-yl)-2-(2,2,2-trifluoroethoxy)phenyl)amino)pyrazine-2-carboxylic acid